1-tert-butyl-2-ethyl-(2S,4S)-4-((3-(cyclopropylmethoxy)-4-(difluoromethoxy)phenyl)amino)pyrrolidine C(C)(C)(C)N1[C@H](C[C@@H](C1)NC1=CC(=C(C=C1)OC(F)F)OCC1CC1)CC